O=C1N2N(C([C@H](C3=C1C=CC=C3)NC(=O)[C@@H](CNC(=O)C3=C(N=NS3)CC)CC)=O)CC3(CC3)C2 N-((R)-2-(((S)-5,11-Dioxo-10,11-dihydro-1H,3H,5H-spiro[benzo[d]pyrazolo[1,2-a][1,2]diazepin-2,1'-cyclopropan]-10-yl)carbamoyl)butyl)-4-ethyl-1,2,3-thiadiazol-5-carboxamid